NC1CC(C1)NC1=C2C(=NC=C1)NC=C2C(=O)C2=C(C=C(C=C2)OC2=CC=CC=C2)Cl (4-(((1s,3s)-3-aminocyclobutyl)amino)-1H-pyrrolo[2,3-b]pyridin-3-yl)(2-chloro-4-phenoxyphenyl)methanone